CC/C=C\\C/C=C\\C/C=C\\C/C=C\\C/C=C\\CC/C=C/CC(=O)SCCNC(=O)CCNC(=O)[C@@H](C(C)(C)COP(=O)(O)OP(=O)(O)OC[C@@H]1[C@H]([C@H]([C@@H](O1)N2C=NC3=C(N=CN=C32)N)O)OP(=O)(O)O)O The molecule is a trans-3-enoyl-CoA that results from the formal condensation of the thiol group of coenzyme A with the carboxy group of (3E,7Z,10Z,13Z,16Z,19Z)-docosahexaenoic acid. It is a trans-3-enoyl-CoA and a long-chain fatty acyl-CoA. It is a conjugate acid of a (3E,7Z,10Z,13Z,16Z,19Z)-docosahexaenoyl-CoA(4-).